(8-bromo-5-propyl-1,3,4,5-tetrahydro-2H-pyrido[4,3-b]indol-2-yl)-N-hydroxy-8-oxooctanamide BrC1=CC=2C3=C(N(C2C=C1)CCC)CCN(C3)C(C(=O)NO)CCCCCC=O